C(C=C)N(N)C(C1=CC=CC=C1)=O (prop-2-enyl)benzoyl-hydrazine